5-(isopropoxycarbonylmethyl)-7-oxo-bicyclo[2.2.1]Hept-2-ene C(C)(C)OC(=O)CC1C2C=CC(C1)C2=O